BrC1=CC=C(NC2C(NC(CC2)=O)=O)C=C1 3-(4-bromoanilino)piperidine-2,6-dione